NC1=C(C(=O)NC2CCC(CC2)O)C=C(C=N1)Br 2-amino-5-bromo-N-((1r,4r)-4-hydroxycyclohexyl)nicotinamide